CS(=O)(=O)OCC[C@@H]1OC(OC1(C)C)(C)C (S)-2-(2,2,5,5-tetramethyl-1,3-dioxolan-4-yl)ethyl methanesulfonate